methyl 3-acetoxy-5-bromo-2-(bromomethyl)benzoate C(C)(=O)OC=1C(=C(C(=O)OC)C=C(C1)Br)CBr